C(C1=CC=CC=C1)OC=1C=C(C2=CC=CC=C2C1)N1CC=2N=C(N=C(C2CC1)N1CC2CCC(C1)N2C(=O)OCC2=CC=CC=C2)S(=O)C benzyl 3-(7-(3-(benzyloxy) naphthalen-1-yl)-2-(methylsulfinyl)-5,6,7,8-tetrahydropyrido[3,4-d]pyrimidin-4-yl)-3,8-diazabicyclo[3.2.1]octane-8-carboxylate